(4-Chloro-6-methyl-3-(pyrimidin-2-yl)pyridin-2-yl)((2S,3R,6R)-2,6-dimethyl-3-(((5-(trifluoromethyl)pyrimidin-2-yl)amino)methyl)morpholino)methanone ClC1=C(C(=NC(=C1)C)C(=O)N1[C@@H]([C@@H](O[C@@H](C1)C)C)CNC1=NC=C(C=N1)C(F)(F)F)C1=NC=CC=N1